FC1=CC(=C(C=C1)NC1=C(C(=O)NC=2C(=NC(=CC2)OC)C)C=C(C=C1)C(F)(F)F)OC 2-((4-fluoro-2-methoxyphenyl)amino)-N-(6-methoxy-2-methylpyridin-3-yl)-5-(trifluoromethyl)-benzamide